tert-butyl 4-(3-bromo-1H-pyrrolo[2,3-b]pyridin-6-yl)piperidine-1-carboxylate BrC1=CNC2=NC(=CC=C21)C2CCN(CC2)C(=O)OC(C)(C)C